CC1(C(C2(C3=CC=CC=C13)CCC1=CC=CC=C12)(C)C)C tetramethyl-1,1'-spirobiindane